2-(3,5-dicyano-4-ethyl-6-((2-hydroxyethyl)(methyl)amino)pyridin-2-ylsulfanyl)-2-phenylAcetamide C(#N)C=1C(=NC(=C(C1CC)C#N)N(C)CCO)SC(C(=O)N)C1=CC=CC=C1